5-((1-(tert-butyl)-3-((1s,3s)-3-hydroxycyclobutyl)-1H-pyrazol-5-yl)amino)-1,3-dihydrobenzo[C]thiophene C(C)(C)(C)N1N=C(C=C1NC1=CC2=C(CSC2)C=C1)C1CC(C1)O